4-chloro-3-[8-(morpholin-4-yl)imidazo[1,2-a]pyridin-6-yl]aniline ClC1=C(C=C(N)C=C1)C=1C=C(C=2N(C1)C=CN2)N2CCOCC2